BrC=1C=C(C=CC1[N+](=O)[O-])N1CCOCC1 (3-bromo-4-nitro-phenyl)-morpholine